4-(3-(piperidine-1-carbonyl)pyrazolo[1,5-a]pyridin-7-yl)-N-(pyridin-3-yl)benzamide N1(CCCCC1)C(=O)C=1C=NN2C1C=CC=C2C2=CC=C(C(=O)NC=1C=NC=CC1)C=C2